N-((4,6-dimethyl-2-oxo-1,2-dihydropyridin-3-yl)methyl)-3'-methyl-[1,1'-biphenyl]-3-carboxamide CC1=C(C(NC(=C1)C)=O)CNC(=O)C=1C=C(C=CC1)C1=CC(=CC=C1)C